1-(4-methoxybenzyl)-1-(3-(pyrrolidin-1-yl)benzyl)thiourea COC1=CC=C(CN(C(=S)N)CC2=CC(=CC=C2)N2CCCC2)C=C1